tert-butyl 4-(2-((6-((6-(2,6-dichlorophenyl)-8-methyl-7-oxo-7,8-dihydropyrido[2,3-d]pyrimidin-2-yl)amino)-4-(1H-tetrazol-5-yl)pyridazin-3-yl)oxy)ethyl)piperazine-1-carboxylate ClC1=C(C(=CC=C1)Cl)C1=CC2=C(N=C(N=C2)NC2=CC(=C(N=N2)OCCN2CCN(CC2)C(=O)OC(C)(C)C)C2=NN=NN2)N(C1=O)C